S(OC1=CC(=C(C=C1)OCC1=CC=C(C=C1)NC(C)=O)Cl)(=O)(=O)F 4-((4-acetamidobenzyl)oxy)-3-chlorophenyl sulfurofluoridate